2-(4-(2-(3-(octadecyloxy)-5-pentadecylphenoxy)ethyl)piperazin-1-yl)ethan-1-ol C(CCCCCCCCCCCCCCCCC)OC=1C=C(OCCN2CCN(CC2)CCO)C=C(C1)CCCCCCCCCCCCCCC